2-(1-(7-(6-((4-cyano-2-fluorobenzyl)oxy)pyridin-2-yl)-2,3-dihydrobenzofuran-4-yl)ethyl)-1-(((S)-oxetane-2-yl)methyl)-1H-benzo[d]imidazole-6-carboxylic acid C(#N)C1=CC(=C(COC2=CC=CC(=N2)C2=CC=C(C=3CCOC32)C(C)C3=NC2=C(N3C[C@H]3OCC3)C=C(C=C2)C(=O)O)C=C1)F